([1,1'-binaphthalene]-2,2'-diylbis{oxy[4-(dibenzo[b,d]thiophen-4-yl)naphthalene-6,2-diyl]})dimethanol C1(=C(C=CC2=CC=CC=C12)OC=1C=C2C(=CC(=CC2=CC1)CO)C1=CC=CC2=C1SC1=C2C=CC=C1)C1=C(C=CC2=CC=CC=C12)OC=1C=C2C(=CC(=CC2=CC1)CO)C1=CC=CC2=C1SC1=C2C=CC=C1